COC(C1=CC=C(C=C1)CN1C2=C(C=CC3=C1C=CN=C3)C=NC=C2)=O.C(CCCCCCC)C2=CC3=C(SC1=C3C=C(C=C1)CCCCCCCC)C=C2 2,8-dioctyl-dibenzothiophene methyl-4-((5H-dipyrido[4,3-b:3',4'-f]azepin-5-yl)methyl)benzoate